tert-butyl (S)-9-(1-(1-(3-(2,6-bis(benzyloxy)pyridin-3-yl)-1-methyl-1H-indazol-6-yl)piperidin-4-yl)ethyl)-3,9-diazaspiro[5.5]undecane-3-carboxylate C(C1=CC=CC=C1)OC1=NC(=CC=C1C1=NN(C2=CC(=CC=C12)N1CCC(CC1)[C@H](C)N1CCC2(CCN(CC2)C(=O)OC(C)(C)C)CC1)C)OCC1=CC=CC=C1